C[C@@]1(N(CCC1)S(=O)(=O)C1=C(C=C(C=C1)C)OCC[C@@H](CCNC1CCC(CC1)(F)F)C)C(=O)O methyl-((2-(((R)-5-((4,4-difluorocyclohexyl)amino)-3-methylpentyl)oxy)-4-methylphenyl)sulfonyl)-L-proline